NC(C(=O)O)CCCCCP(=O)(O)O 2-amino-7-phosphonoheptanoic acid